C1N(CCC2=CC=CC=C12)C=1C=CN(C=CC1O)C(=O)C1=CC=NC=N1 6-((4S,5S)-4-(3,4-dihydroisoquinolin-2(1H)-yl)-5-hydroxyazepine-1-carbonyl)pyrimidine